CN(S(=O)(=O)C=C)C N,N-dimethyl-vinyl-sulfonamide